2-amino-N-(3-(trifluoromethoxy)phenyl)ethane-1-sulfonylamine hydrochloride Cl.NCCS(=O)(=O)NC1=CC(=CC=C1)OC(F)(F)F